2-(4-(tert-butyl)phenyl)-N-((2-(2,6-dioxopiperidin-3-yl)-1-oxoisoindolin-4-yl)methyl)-N-methyl-2-oxoacetamide C(C)(C)(C)C1=CC=C(C=C1)C(C(=O)N(C)CC1=C2CN(C(C2=CC=C1)=O)C1C(NC(CC1)=O)=O)=O